CN1NNN=C1 N-methyl-2H-tetrazole